1-(3'-(benzyloxy)-2-hydroxy-4',6-dimethoxy-[1,1'-biphenyl]-4-yl)piperidine C(C1=CC=CC=C1)OC=1C=C(C=CC1OC)C1=C(C=C(C=C1OC)N1CCCCC1)O